4-(1-piperidinyl)piperidine N1(CCCCC1)C1CCNCC1